2-(4-(2-fluoro-9-hydroxy-9-(trifluoromethyl)-9H-fluoren-4-yl)-1H-pyrazol-1-yl)-N'-(pyrazin-2-yl)propanehydrazide FC1=CC=2C(C3=CC=CC=C3C2C(=C1)C=1C=NN(C1)C(C(=O)NNC1=NC=CN=C1)C)(C(F)(F)F)O